CC1=CN=C(S1)CCC=O 3-(5-methylthiazol-2-yl)propan-1-one